5-[1H-benzimidazol-2-yl(phenyl)methyl]-2-[4-(1-methyl-4-piperidyl)phenyl]thieno[3,2-c]pyridin-4-one N1C(=NC2=C1C=CC=C2)C(N2C(C1=C(C=C2)SC(=C1)C1=CC=C(C=C1)C1CCN(CC1)C)=O)C1=CC=CC=C1